CC(C)C1=CC=C(CN)C=C1 4-(1-methylethyl)benzylamine